FC(C1=C(C=O)C=CC=C1)F 2-(difluoromethyl)benzaldehyde